FC1=C(C=CC=C1NC(C1=NC=C(C=C1)CNCCO)=O)C1=C(C(=CC=C1)NC=1N=CC=C2C=C(C=NC12)CNCCO)C N-(2-Fluoro-3'-((3-(((2-hydroxyethyl)amino)methyl)-1,7-naphthyridin-8-yl)amino)-2'-methyl-[1,1'-biphenyl]-3-yl)-5-(((2-hydroxyethyl)amino)methyl)picolinamid